CC(C(=O)OCOP(=O)([C@@H](F)C1=CC2=C(SC(=C2)C(=O)OCC2=CC=CC=C2)C=C1)OCOC(C(C)(C)C)=O)(C)C (R)-((((2-((benzyloxy)carbonyl)benzo[b]thiophen-5-yl)fluoromethyl)phosphoryl)bis(oxy))bis(methylene) bis(2,2-dimethylpropanoate)